N-(3-fluoro-4-(((3-methoxybenzyl)oxy)methyl)phenyl)-3-(5-methyl-6-(methylsulfonamido)pyrazin-2-yl)benzamide FC=1C=C(C=CC1COCC1=CC(=CC=C1)OC)NC(C1=CC(=CC=C1)C1=NC(=C(N=C1)C)NS(=O)(=O)C)=O